3,4-dichlorobutene C=CC(CCl)Cl